(E)-6-((6-(2-(5-Cyclopropyl-3-(3,5-dichloropyridin-4-yl)isoxazol-4-yl)vinyl)spiro[3.3]heptan-2-yl)methoxy)-4-(trifluoromethyl)chinolin C1(CC1)C1=C(C(=NO1)C1=C(C=NC=C1Cl)Cl)/C=C/C1CC2(CC(C2)COC=2C=C3C(=CC=NC3=CC2)C(F)(F)F)C1